ClC1=C(COC2=CC=C(CNCCCNC)C=C2)C=CC=C1 {4-[(2-chlorobenzyl)oxy]benzyl}-N-[3-(methylamino)propyl]amine